2-cyclobutoxy-3-fluoro-5-nitropyridine C1(CCC1)OC1=NC=C(C=C1F)[N+](=O)[O-]